C(C)OC(C1=C(N=C(C=C1)C(F)(F)F)COCC=1N=NN(N1)C)=O 2-(((2-methyl-2H-tetrazol-5-yl)methoxy)methyl)-6-(trifluoromethyl)nicotinic acid ethyl ester